2,4-diamino-6,7-diisopropyl-pteridine phosphate P(=O)(O)(O)O.NC1=NC2=NC(=C(N=C2C(=N1)N)C(C)C)C(C)C